(R)-6-chloro-3-((1-(3,6-dimethyl-2-(4-(1-(methyl-d3)-1H-pyrazol-5-yl)piperidin-1-yl)-4-oxo-3,4-dihydroquinazolin-8-yl)ethyl)amino)-N-(methylsulfonyl)picolinamide ClC1=CC=C(C(=N1)C(=O)NS(=O)(=O)C)N[C@H](C)C=1C=C(C=C2C(N(C(=NC12)N1CCC(CC1)C1=CC=NN1C([2H])([2H])[2H])C)=O)C